2-[4-[(E)-3-(3-Methoxyphenyl)prop-2-enoyl]phenoxy]acetic acid COC=1C=C(C=CC1)/C=C/C(=O)C1=CC=C(OCC(=O)O)C=C1